[Mg].[Ca].O[C@@H](CC(=O)O)C (R)-3-hydroxybutyric acid calcium magnesium